FC=1C=C(C=CC1N1[C@H](CCC1)C)C1=NN=C(S1)N (S)-5-(3-fluoro-4-(2-methylpyrrolidin-1-yl)phenyl)-1,3,4-thiadiazol-2-amine